C(C)C1=C(N)C=C(C=C1)OC(C)C1=CC=CC=C1 2-ethyl-5-(1-phenylethoxy)aniline